COC1=NC=C(C=C1C(=O)N)NC(C(=O)N1C(CCC(C1)C)C1=CC=C(C=C1)C1=CN=CS1)=O 2-Methoxy-5-[[2-[5-methyl-2-(4-thiazol-5-ylphenyl)-1-piperidyl]-2-oxo-acetyl]amino]pyridine-3-carboxamide